N-Acetyl-L-alanine C(C)(=O)N[C@@H](C)C(=O)O